1-(2-fluorophenyl)-(S)-1-hydroxypropyl-(S)-2-cyclopropylcarbamate FC1=C(C=CC=C1)[C@H]1[C@H](C1)N(C([O-])=O)C(CC)O